1-(1,3-Dimethyl-2-oxoindolin-3-yl)decane-2,9-dione CN1C(C(C2=CC=CC=C12)(C)CC(CCCCCCC(C)=O)=O)=O